CC=1C=C(C=NC1N1CCOCC1)N 5-methyl-6-morpholino-pyridin-3-amine